CC1=C(CSC2=NN=C3N2C(=CC(N3)=O)CCC)C=C(C=C1)C 3-[(2,5-dimethylbenzyl)sulfanyl]-5-propyl-[1,2,4]triazolo[4,3-a]pyrimidin-7(8H)-one